7-(4-Chlorophenoxy)-2,3,4,5-tetrahydro-1H-benzo[d]azepine ClC1=CC=C(OC2=CC3=C(CCNCC3)C=C2)C=C1